CN1[C@H](CCC1)C1=NC2=C(N1)C=CC(=C2)NC(=O)C=2C=C1C=NN(C1=CC2)C2=CC=NC=C2 (R)-N-(2-(1-methylpyrrolidin-2-yl)-1H-benzo[d]imidazol-5-yl)-1-(pyridin-4-yl)-1H-indazole-5-carboxamide